5-(2-hydroxyethoxy)benzene-1,3-dicarboxylic acid OCCOC=1C=C(C=C(C1)C(=O)O)C(=O)O